2-[(2-methoxyethyl)amino]-1,3-thiazole-4-carboxylic acid ethyl ester C(C)OC(=O)C=1N=C(SC1)NCCOC